(S)-5-cyano-N-(1-(2,4-difluorophenyl)-2,2,2-trifluoroethyl)-N-ethylpyridine-3-sulfonamide C(#N)C=1C=C(C=NC1)S(=O)(=O)N(CC)[C@H](C(F)(F)F)C1=C(C=C(C=C1)F)F